NC1=NC(=CC(=N1)N1CCC2(C[C@H](NC2)C(=O)OCC)CC1)O[C@@H](C(F)(F)F)C1=C(C=C(C=C1)C1=CC(=C(C(=C1)F)F)F)N1N=C(C=C1)C (S)-ethyl 8-(2-amino-6-((R)-2,2,2-trifluoro-1-(3',4',5'-trifluoro-3-(3-methyl-1H-pyrazol-1-yl)-[1,1'-biphenyl]-4-yl)ethoxy)pyrimidin-4-yl)-2,8-diazaspiro[4.5]decane-3-carboxylate